FC(C(=O)O)(F)F.NN hydrazine trifluoroacetic acid salt